but-3-en-2-yl-magnesium bromide CC(C=C)[Mg]Br